1-[(2R,6S)-6-[[bis(4-methoxyphenyl)-phenyl-methoxy]methyl]-4-methyl-6-(triiso-propyl-silyloxymethyl)morpholin-2-yl]-5-methyl-pyrimidine-2,4-dione COC1=CC=C(C=C1)C(OC[C@]1(O[C@H](CN(C1)C)N1C(NC(C(=C1)C)=O)=O)CO[Si](C(C)C)(C(C)C)C(C)C)(C1=CC=CC=C1)C1=CC=C(C=C1)OC